(2Z)-2-benzylideneheptanal C(/C1=CC=CC=C1)=C(/C=O)\CCCCC